CN1CCN(CC1)C1=CC=C(C=C1)NC1=NC2=C(C=CC=C2C=N1)C=1CN(CCC1)C(C=C)=O 1-(3-(2-((4-(4-methylpiperazin-1-yl)phenyl)amino)quinazolin-8-yl)-5,6-dihydropyridin-1(2H)-yl)prop-2-en-1-one